CS(=O)(=O)C1(CC1)C1=NN=C(O1)C(=O)O[Li] [5-(1-methanesulfonylcyclopropyl)-1,3,4-oxadiazole-2-carbonyl]oxylithium